1-butyl-3-methylimidazole-trifluoromethanesulfonate salt FC(S(=O)(=O)O)(F)F.C(CCC)N1CN(C=C1)C